C(C)OC1=C(C=C(C=N1)C1=CC(=C2C(=N1)N=C(N2)C=2N=CC(=NC2)N2CCC(CC2)C(=O)O)N(C)CC2(CCCCC2)COC)C(F)(F)F 1-(5-{5-[6-ethoxy-5-(trifluoromethyl)pyridin-3-yl]-7-[{[1-(methoxymethyl)cyclohexyl]methyl}(methyl)amino]-1H-imidazo[4,5-b]pyridin-2-yl}pyrazin-2-yl)piperidine-4-carboxylic acid